C(C)(C)(C)OC(=O)ONCC=1SC=C(C1)C(NO)=N ((tert-butoxycarbonyl)oxy)((4-(N-hydroxycarbamimidoyl)thiophen-2-yl)methyl)ammonia